N-{1-cyano-2-[7-fluoro-2-(3-methyl-2-oxo-1,3-benzoxazol-5-yl)-1-benzothiophen-6-yl]ethyl}-1,4-oxazepane-2-carboxamide C(#N)C(CC1=C(C2=C(C=C(S2)C=2C=CC3=C(N(C(O3)=O)C)C2)C=C1)F)NC(=O)C1OCCCNC1